ClC1=NC=CC=C1C(C=CC(=O)OCC)=O ethyl 4-(2-chloropyridin-3-yl)-4-oxobut-2-enoate